NC=1C=2N(C3=CC(=C(C=C3N1)F)C(=O)N(C)[C@@H]1COC3=C1C=C(C(=C3)C(F)F)Cl)C=NC2 (S)-4-amino-N-(5-chloro-6-(difluoromethyl)-2,3-dihydrobenzofuran-3-yl)-7-fluoro-N-methylimidazo[1,5-a]quinoxaline-8-carboxamide